2-(4-(((allyloxy)carbonyl)amino)phenyl)thiazole-4-carboxylic acid C(C=C)OC(=O)NC1=CC=C(C=C1)C=1SC=C(N1)C(=O)O